COC1=C(N)C=CC(=C1)C(=O)N1C[C@@H](CCC1)CC#C 2-methoxy-4-[(3S)-3-(prop-2-yn-1-yl)piperidine-1-carbonyl]aniline